N1(CCCCC1)C1=C(C=CC(=C1)N[Li])C o-piperidinotoluidinolithium